(S)-N-(1-((1,1-bis(4-chlorophenyl)prop-1-en-2-yl)amino)-1-oxopropan-2-yl)-3-hydroxy-4-methoxypicolinamide ClC1=CC=C(C=C1)C(=C(C)NC([C@H](C)NC(C1=NC=CC(=C1O)OC)=O)=O)C1=CC=C(C=C1)Cl